COC([C@@H](NC(C1=CC=CC=C1)=O)C)=O benzoylalanine methyl ester